FC(N1N=CC(=C1)CN1C(=NC2=NC=C(C=C21)C=2C=CN1N=CN=C(C12)OC)C)F 1-((1-(difluoromethyl)-1H-pyrazol-4-yl)methyl)-6-(4-methoxypyrrolo[2,1-f][1,2,4]triazin-5-yl)-2-methyl-1H-imidazo[4,5-b]pyridine